[4-[3-(4-Hydroxyphenyl)prop-2-enoyl]phenyl] 4-nitrobenzenesulfonate [N+](=O)([O-])C1=CC=C(C=C1)S(=O)(=O)OC1=CC=C(C=C1)C(C=CC1=CC=C(C=C1)O)=O